C1(C(O)=C(O)[C@@H]([C@@H](O)CO)O1)=O L-threo-Hex-2-enono-1,4-lactone